CS(=O)(=O)CC(CS(=O)(=O)C)S(=O)(=O)C 1,2,3-trimethylsulfonyl-propane